2-(2-chloro-4-iodoanilino)-5-[[2-(cyclopropylsulfamoylamino)-3-fluoropyridin-4-yl]methyl]-3,4-difluoro-N-[(2-methylpropan-2-yl)oxy]benzamide potassium [K].ClC1=C(NC2=C(C(=O)NOC(C)(C)C)C=C(C(=C2F)F)CC2=C(C(=NC=C2)NS(NC2CC2)(=O)=O)F)C=CC(=C1)I